CC(C(=O)NCCCC(=O)O)(C)C 4-[(2,2-Dimethylpropionyl)amino]butyric acid